(tert-butyl)-4-hydroxy-8-(3-methylpyridin-4-yl)-3,4-dihydro-1H,6H-pyrano[4,3-b]thieno[3,2-d]pyran-6-one C(C)(C)(C)C1OCC(C=2OC(C3=C(C21)C=C(S3)C3=C(C=NC=C3)C)=O)O